tert-butyl (2R,3S,4S)-4-(((tert-butoxycarbonyl)amino)methyl)-2-((3-(4-fluorophenyl)-1H-indole-2-carboxamido)methyl)-3-hydroxypyrrolidine-1-carboxylate C(C)(C)(C)OC(=O)NC[C@@H]1[C@@H]([C@H](N(C1)C(=O)OC(C)(C)C)CNC(=O)C=1NC2=CC=CC=C2C1C1=CC=C(C=C1)F)O